N-({5-[5-(difluoromethyl)-1,3,4-oxadiazol-2-yl]-1,3-thiazol-2-yl}methyl)-N-{5-[(1R)-1-fluoroethyl]pyridin-3-yl}methanesulfonamide FC(C1=NN=C(O1)C1=CN=C(S1)CN(S(=O)(=O)C)C=1C=NC=C(C1)[C@@H](C)F)F